BrC=1C=C2C(=CC1)NC([C@@]21CN([C@@H](C1)C(=O)N)C([C@@H](N(C)C(=O)C=1NC2=CC(=CC(=C2C1)F)F)CC(C)C)=O)=O (3R,5'S)-5-bromo-1'-(N-(4,6-difluoro-1H-indole-2-carbonyl)-N-methyl-L-leucyl)-2-oxospiro[indoline-3,3'-pyrrolidine]-5'-carboxamide